NC=1N=C(C2=C(N1)C=CN2CC2=C(C=C(C=C2)COCCOCCOCCOCCN2CCN(CC2)CCN2C(C=CC2=O)=O)OC)NCCCCC 1-(2-{4-[1-(4-{[2-amino-4-(pentylamino)-5H-pyrrolo[3,2-d]pyrimidin-5-yl]methyl}-3-methoxyphenyl)-2,5,8,11-tetraoxatridecan-13-yl]piperazin-1-yl}ethyl)-2,5-dihydro-1H-pyrrole-2,5-dione